phosphoryl dichloride monofluoride P(=O)(Cl)(Cl)F